C[C@H](C[C@@H]([C@@H](C)[C@H]1CC[C@@H]2[C@@]1(CC[C@H]3[C@H]2CC[C@@H]4[C@@]3(CCC(=O)C4)C)C)O)C(C)C The molecule is a brassinosteroid that is 6-deoxocathasterone in which the hydroxy group at position 3 has been oxidised to the corresponding ketone. It is a brassinosteroid, a 22-hydroxy steroid and a 3-oxo-5alpha-steroid. It derives from a hydride of a campestane.